C(C)[C@H]1[C@H](NC(CO1)=O)COC1=NC=CC=2C=C(C=3N(C12)C=CN3)C(=O)N 1-(((2s,3r)-2-ethyl-5-oxomorpholin-3-yl)methoxy)imidazo[1,2-a][1,7]naphthyridine-6-carboxamide